N-((1R)-3-cyano-3-azabicyclo[3.1.0]hexan-1-yl)-5-(4-((4-fluorophenyl)thio)pyridin-3-yl)thiazole-2-carboxamide C(#N)N1C[C@]2(CC2C1)NC(=O)C=1SC(=CN1)C=1C=NC=CC1SC1=CC=C(C=C1)F